OCC1CCCO1 5-(hydroxymethyl)tetrahydrofuran